(S)-1-(5-Chloro-4-((3-(2,3-dihydrobenzo[b][1,4]dioxin-6-yl)-2-methylbenzyl)oxy)-2-((5-((3-methoxy-3-oxopropyl)thio)pyridin-3-yl)methoxy)benzyl)piperidine-2-carboxylic acid ClC=1C(=CC(=C(CN2[C@@H](CCCC2)C(=O)O)C1)OCC=1C=NC=C(C1)SCCC(=O)OC)OCC1=C(C(=CC=C1)C1=CC2=C(OCCO2)C=C1)C